ClC=1C(=NC=C(C1)C=1C=CC=2C3=C(N(C2C1)C)C=CN=C3)N3CCN(CC3)CC3CCN(CC3)C=3C=C1C(N(C(C1=CC3)=O)N3C(NC(CC3)=O)=O)=O 5-(4-((4-(3-chloro-5-(5-methyl-5H-pyrido[4,3-b]indol-7-yl)pyridin-2-yl)piperazin-1-yl)methyl)piperidin-1-yl)-2-(2,4-dioxotetrahydropyrimidine-1(2H)-yl)isoindoline-1,3-dione